[Si](C)(C)(C(C)(C)C)NS(=O)(=NC(NC1=C2C(CCC2=CC=2CCCC12)=O)=O)C=1SC(=CN1)C(C)(C)O N-(tert-butyldimethylsilyl)-5-(2-hydroxypropan-2-yl)-N'-((3-oxo-1,2,3,5,6,7-hexahydro-s-indacen-4-yl)carbamoyl)thiazole-2-sulfonimidamide